COC(=O)C1=NC(=C(C=C1)C(F)F)O 5-(difluoromethyl)-6-hydroxy-pyridine-2-carboxylic acid methyl ester